(9H-fluoren-9-yl)methyl (3-((1-((2,2-diethoxy ethyl)(4-methoxybenzyl)amino)-1-oxopropan-2-yl)amino)-3-oxopropyl)carbamate C(C)OC(CN(C(C(C)NC(CCNC(OCC1C2=CC=CC=C2C=2C=CC=CC12)=O)=O)=O)CC1=CC=C(C=C1)OC)OCC